ClC(C1=NC(=NO1)C1=CC=C(CN2N=CC(=C2)C(=O)O)C=C1)(F)F 1-(4-{5-[chloro(difluoro)methyl]-1,2,4-oxadiazol-3-yl}benzyl)-1H-pyrazole-4-carboxylic acid